1-((R)-1-(7-bromo-2,3-dihydrobenzofuran-5-yl)ethyl)-1-ethyl-3-((R)-6,6,6-trifluorohexan-3-yl)urea BrC1=CC(=CC=2CCOC21)[C@@H](C)N(C(=O)N[C@H](CC)CCC(F)(F)F)CC